C1(=CC=CC=C1)[B-](C1=CC=CC=C1)(C1=CC=CC=C1)C1=CC=CC=C1.C(C)(C)(C)[NH+](C(C)(C)C)C(C)(C)C Tri(tert-butyl)ammonium tetraphenyl-borate